pyrrolo[3,2-d]isoxazole O1NC=C2C1=NC=C2